bis-octacosylamide C(CCCCCCCCCCCCCCCCCCCCCCCCCCC)[N-]CCCCCCCCCCCCCCCCCCCCCCCCCCCC